CN1C[C@H](N(S1(=O)=O)C1=NC(=CC(=C1)C(F)(F)F)C)C(=O)N(C=1C=C(C=CC1)C)CC#C (S)-5-methyl-2-(6-methyl-4-(trifluoromethyl)pyridin-2-yl)-N-(prop-2-yn-1-yl)-N-(m-tolyl)-1,2,5-thiadiazolidine-3-carboxamide 1,1-dioxide